4-(1,6-diazaspiro[3.4]octane-6-yl)-7H-pyrrolo[2,3-D]pyrimidine N1CCC12CN(CC2)C=2C1=C(N=CN2)NC=C1